dimethyl (1R,2R)-cyclobutane-1,2-dicarboxylate [C@@H]1([C@@H](CC1)C(=O)OC)C(=O)OC